2-(3,4-difluorophenyl)-2-(1-(4,5,6,7-tetrahydro-1H-pyrazolo[4,3-c]pyridine-5-carbonyl)piperidin-4-ylidene)acetonitrile FC=1C=C(C=CC1F)C(C#N)=C1CCN(CC1)C(=O)N1CC2=C(CC1)NN=C2